NC=1SC2=C(N1)C(=CC=C2F)C2=C(C=C1C(=NC(=NC1=C2F)OCC21CCCN1CCC2)N2CCN(CC2)C(=O)OC(C)(C)C)OC tert-butyl 4-(7-(2-amino-7-fluorobenzo[d]thiazol-4-yl)-8-fluoro-6-methoxy-2-((tetrahydro-1H-pyrrolizin-7a(5H)-yl)methoxy)quinazolin-4-yl)piperazine-1-carboxylate